C(#N)C=1C=CC(=NC1)NC(=O)[C@H]1CC[C@H]2[C@@H]3CC[C@@H]4C[C@](CC[C@@]4([C@H]3CC[C@]12C)C)(CCC)O (3R,5R,8R,9S,10S,13S,14S,17S)-N-(5-cyanopyridin-2-yl)-3-hydroxy-10,13-dimethyl-3-propylhexadecahydro-1H-cyclopenta[a]phenanthrene-17-carboxamide